(S)-2-(2-fluoro-3-(trifluoromethyl)phenyl)-N-(5-fluoro-6-(3-(2-methyl-1,1-dioxidotetrahydrothiophen-2-yl)-1H-1,2,4-triazol-1-yl)pyridin-3-yl)acetamide FC1=C(C=CC=C1C(F)(F)F)CC(=O)NC=1C=NC(=C(C1)F)N1N=C(N=C1)[C@]1(S(CCC1)(=O)=O)C